ClC1=CC(=C(C=C1)C1=CC(=CN2C1=NC(=C(C2=O)C)C)N2CC(OCC2)C2=CC(=NC=C2)C)F 9-(4-chloro-2-fluoro-phenyl)-2,3-dimethyl-7-[2-(2-methyl-4-pyridyl)morpholin-4-yl]pyrido[1,2-a]pyrimidin-4-one